O=CCCC12CC(C1)(C2)C(=O)OC methyl 3-(3-oxopropyl)bicyclo[1.1.1]pentane-1-carboxylate